N-(β-Dimethylaminopropyl)-N'-ethylcarbodiimide hydrochloride Cl.CN(C(CN=C=NCC)C)C